CC(CO)(COCC(COCC(COCC(CO)(C)C)(C)C)(C)C)C 2,2,6,6,10,10,14,14-octamethyl-4,8,12-trioxa-1,15-pentadecanediol